NC1=C(C(=NC=N1)N1CC(CCC1)C=1C=C(C=CC1)NC(=O)NC1=CC=CC=C1)Br 1-(3-(1-(6-amino-5-bromopyrimidin-4-yl)piperidin-3-yl)phenyl)-3-phenylurea